S(=O)(=O)=C1OC=CC1 sulfonylfuran